(R)-N-(4-(chlorodifluoromethoxy)phenyl)-4-methyl-6-(6-(methyl-d3)-5-oxo-6,7-dihydro-5H-pyrrolo[3,4-b]pyridin-3-yl)-3,4-dihydro-1H-benzo[4,5]imidazo[2,1-c][1,4]oxazine-8-carboxamide ClC(OC1=CC=C(C=C1)NC(=O)C=1C=C(C2=C(N=C3COC[C@H](N32)C)C1)C=1C=C3C(=NC1)CN(C3=O)C([2H])([2H])[2H])(F)F